2,4-dihydroxy-6-isopropyl-5,6-dihydro-7H-pyrrolo[3,4-d]pyrimidin-7-one OC=1N=C(C2=C(N1)C(N(C2)C(C)C)=O)O